FC=1C=C(C=C(C1)F)[C@@H]1N(OCC1)C1=NC(=NC=N1)NC=1C(=CC(=C(C1)NC(C=C)=O)N1CCOCC1)OC (R)-N-(5-((4-(3-(3,5-difluorophenyl)isoxazolidin-2-yl)-1,3,5-triazin-2-yl)amino)-4-methoxy-2-morpholinophenyl)acrylamide